CN(C(=O)C1=CNC=C1C1=NC(=NC=C1C(F)(F)F)N[C@@H]1CNCCC1)C N,N-dimethyl-4-(2-{[(3S)-piperidin-3-yl]amino}-5-(trifluoromethyl)pyrimidin-4-yl)-1H-pyrrole-3-carboxamide